tris(2-(4,6-difluorophenyl)pyridine) iridium (III) [Ir+3].FC1=CC=C(C(=C1)F)C1=NC=CC=C1.FC1=CC=C(C(=C1)F)C1=NC=CC=C1.FC1=CC=C(C(=C1)F)C1=NC=CC=C1